methyl 5-bromo-1-((E)-3-((2R,3S)-3-hydroxypiperidin-2-yl) allyl)-1H-indole-3-carboxylate dihydrochloride Cl.Cl.BrC=1C=C2C(=CN(C2=CC1)C\C=C\[C@H]1NCCC[C@@H]1O)C(=O)OC